N-[5-(1H-benzimidazol-2-yl)-1-[(4-methoxyphenyl)methyl]-pyrazol-3-yl]-6-(4-hydroxy-1-piperidyl)pyridine-3-carboxamide N1C(=NC2=C1C=CC=C2)C2=CC(=NN2CC2=CC=C(C=C2)OC)NC(=O)C=2C=NC(=CC2)N2CCC(CC2)O